7-benzyl-N4-(3-methoxyphenyl)-5,6,7,8-tetrahydropyrido[3,4-d]pyrimidine-2,4-diamine C(C1=CC=CC=C1)N1CC=2N=C(N=C(C2CC1)NC1=CC(=CC=C1)OC)N